bisphenol-A phenylphosphate C1(=CC=CC=C1)OP(=O)(O)O.OC1=CC=C(C=C1)C(C)(C)C1=CC=C(C=C1)O